2-(2-((5-bromo-1-phenyl-1H-indazol-3-yl)methoxy)phenyl)acetic acid ethyl ester C(C)OC(CC1=C(C=CC=C1)OCC1=NN(C2=CC=C(C=C12)Br)C1=CC=CC=C1)=O